The molecule is an icosanoid that is (6E,8Z,11Z,13E)-icosa-6,8,11,13-tetraenoic acid substituted at positions 5 and 15 by hydroperoxy and hydroxy groups respectively. It has a role as a human metabolite. It is an icosanoid, a hydroperoxy fatty acid, a long-chain fatty acid and a hydroxy polyunsaturated fatty acid. It is a conjugate acid of a 5-hydroperoxy-15-HETE(1-). CCCCCC(/C=C/C=C\\C/C=C\\C=C\\C(CCCC(=O)O)OO)O